6,6'-(propan-2,2-diyl)bis(3-methylphenol) CC(C)(C1=CC=C(C=C1O)C)C1=CC=C(C=C1O)C